C(C)(C)C1=CC(=NN1)C(=O)N1C[C@H]2C([C@H]2C1)C(=O)C=1SC=C(C1)C (5-isopropyl-1H-pyrazol-3-yl){(1R,5S,6r)-6-[(4-methyl-2-thienyl)carbonyl]-3-azabicyclo[3.1.0]hex-3-yl}methanone